CN(C[C@@H](C)OC1=C2C(=NC=NC2=CC(=C1)N1CC2(CN(C2)C(=O)OC(C)(C)C)C1)NC=1C(=C2C=CC=NC2=CC1)F)C tert-butyl (R)-6-(5-((1-(dimethylamino)propan-2-yl)oxy)-4-((5-fluoroquinolin-6-yl)amino)quinazolin-7-yl)-2,6-diazaspiro[3.3]heptane-2-carboxylate